FC1=C2CCN(C2=CC(=C1)F)CC=1C=C(C=C2C(C=C(OC12)N1C[C@H](OCC1)C)=O)C(=O)N(C)C (R)-8-((4,6-difluoroindolin-1-yl)methyl)-N,N-dimethyl-2-(2-methylmorpholino)-4-oxo-4H-chromene-6-carboxamide